(4aS,6R,8aS)-4a,5,9,10,11,12-hexahydro-3-methoxy-11-methyl-6H-benzofuro[3a,3,2-ef][2]benzoazepine-6-benzoate COC=1C=CC2=C3[C@@]4(CCN(C2)C)[C@@H](OC13)C[C@H](C=C4)C4=CC=CC=C4C(=O)[O-]